tert-butyl ((5-((4-((3-azidopropyl)sulfonyl)phenyl)sulfonyl)thiophen-2-yl)methyl)carbamate N(=[N+]=[N-])CCCS(=O)(=O)C1=CC=C(C=C1)S(=O)(=O)C1=CC=C(S1)CNC(OC(C)(C)C)=O